BrC=1C(=C(C=C(C1)Cl)N1CC(CC1)(C(/N=C/N(C)C)=O)NC(OC(C)(C)C)=O)CN1C2=NC=NC(=C2N=C1)NC(=O)OC(C)(C)C tert-butyl (E)-(1-(3-bromo-2-((6-((tert-butoxycarbonyl)amino)-9H-purin-9-yl)methyl)-5-chlorophenyl)-3-(((dimethylamino)methylene)carbamoyl)pyrrolidin-3-yl)carbamate